radium lithium [Li].[Ra]